(S)-tert-butyl 4-(2-(2-chloro-4-(7,7-difluoro-2-(2-methylazetidin-1-yl)-6,7-dihydro-5H-cyclopenta[d]pyrimidin-4-yl)phenoxy)acetyl)-1,4-diazepan-1-carboxylate ClC1=C(OCC(=O)N2CCN(CCC2)C(=O)OC(C)(C)C)C=CC(=C1)C=1C2=C(N=C(N1)N1[C@H](CC1)C)C(CC2)(F)F